C1(=CCCCC1)CC(C(=O)N1CCOCC1)(F)F 3-(cyclohex-1-en-1-yl)-2,2-difluoro-1-morpholinopropan-1-one